C(C)(C)(C)OC(=O)NC1=C(C(=O)OC)C(=CC=N1)C methyl 2-((tert-butoxycarbonyl)amino)-4-methylnicotinate